BrC=1C=CC2=C(C(=N[C@H](C=3N2C(=NN3)SCC3CC3)CCC(=O)OC)C3=NC=CC=C3)C1 methyl (S)-3-(8-bromo-6-(pyridin-2-yl)-1-((cyclopropylmethyl)thio)-4H-benzo[f][1,2,4]triazolo[4,3-a][1,4]diazepin-4-yl)propionate